α-D-glucopyranosyl-(1-2)-β-galactopyranosyl-(2S,5R)-hydroxylysine [C@H]1([C@H](O)[C@@H](O)[C@H](O)[C@H](O1)CO)O[C@H]1[C@@H](O[C@@H]([C@@H]([C@@H]1O)O)CO)N[C@@H](CC[C@@H](O)CN)C(=O)O